C(C)N1N=NC2=C1C=CC(=C2C)C(C(C(=O)OC)(C)C)C2=CC(=C(C=C2)C)CO Methyl 3-(1-ethyl-4-methyl-1H-benzo[d][1,2,3]triazol-5-yl)-3-(3-(hydroxymethyl)-4-methylphenyl)-2,2-dimethylpropionate